CC(C)(C)OC(=O)N1CC(C1)(O)C#C 3-ethynyl-3-hydroxyazetidine-1-carboxylic acid-2-methylpropan-2-yl ester